COC1=C(C=CC(=C1)OC)C(/C=C/C1=CC=C(C(=O)OC2[C@@H](C3CC[C@H](C4CCC5(OO[C@]43[C@H](O2)O5)C)C)C)C=C1)=O [(5R,9R,12R,13R)-1,5,9-Trimethyl-11,14,15,16-tetraoxatetracyclo[10.3.1.04,13.08,13]hexadecan-10-yl] 4-[(E)-3-(2,4-dimethoxyphenyl)-3-oxoprop-1-enyl]benzoate